tert-butyl (2-(2-(2-(4-((5-(((5-(tert-butyl)oxazol-2-yl)methyl)thio)thiazol-2-yl)carbamoyl)piperidin-1-yl)ethoxy)ethoxy)ethyl)carbamate C(C)(C)(C)C1=CN=C(O1)CSC1=CN=C(S1)NC(=O)C1CCN(CC1)CCOCCOCCNC(OC(C)(C)C)=O